Kalium salicylat C(C=1C(O)=CC=CC1)(=O)[O-].[K+]